{3-[biphenyl-4-yl-(9,9-dimethyl-9H-fluoren-2-yl)amino]phenyl}-(2-bromophenyl)methanone C1(=CC=C(C=C1)N(C=1C=C(C=CC1)C(=O)C1=C(C=CC=C1)Br)C1=CC=2C(C3=CC=CC=C3C2C=C1)(C)C)C1=CC=CC=C1